Methylpiperazine-1-sulfonyl chloride CC1N(CCNC1)S(=O)(=O)Cl